C(C)OC(=O)C1CN(CCC1)CCO[Si](C)(C)C(C)(C)C 1-(2-((tert-Butyldimethylsilyl)oxy)ethyl)piperidine-3-carboxylic acid ethyl ester